C1=CC(=CC=C1C2=C(C(=O)C3=C(O2)C=C(C=C3)O)O)O 3,7,4-trihydroxyflavone